5-(4-(difluoromethoxy)phenyl)-N-(3-(1,1-difluoropropyl)phenyl)-3-methylpyrazine-2-carboxamide FC(OC1=CC=C(C=C1)C=1N=C(C(=NC1)C(=O)NC1=CC(=CC=C1)C(CC)(F)F)C)F